C1(CC1)NS(=O)(=O)C=1C(=C(C(=CC1CCCCC)O)C1=C(C=CC(=C1)C)C(=C)C)O N-cyclopropyl-2,6-dihydroxy-5'-methyl-4-pentyl-2'-(prop-1-en-2-yl)-[1,1'-biphenyl]-3-sulfonamide